Tert-butyl N-[(4-carbamoyl-1,3-benzothiazol-2-yl)methyl]carbamate C(N)(=O)C1=CC=CC2=C1N=C(S2)CNC(OC(C)(C)C)=O